10,10-didecyloxy-3-decanol C(CCCCCCCCC)OC(CCCCCCC(CC)O)OCCCCCCCCCC